(rac)-(2r,4s)-2-(6-(3-(tert-butyl)phenyl)-3-azabicyclo[4.1.0]heptane-3-carbonyl)-5-azaspiro[3.4]octan-6-one C(C)(C)(C)C=1C=C(C=CC1)C12CCN(CC2C1)C(=O)C1CC2(C1)NC(CC2)=O